1-(2-([1,1'-biphenyl]-4-yl)-3,3-difluoroallyl)hydrazine-1-carboxylic acid tert-butyl ester C(C)(C)(C)OC(=O)N(N)CC(=C(F)F)C1=CC=C(C=C1)C1=CC=CC=C1